(5S,8R)-5-methyl-8-{[tris(propan-2-yl)silanyl]oxy}-5,6,7,8-tetrahydroquinolin-4-ol C[C@@H]1C=2C(=CC=NC2[C@@H](CC1)O[Si](C(C)C)(C(C)C)C(C)C)O